COCOC1=C(C=CC=C1)C=1C=C2C(=NN1)NC[C@@H]1N2CCN(C1)C1=NC=C(C=N1)N1C[C@H](N(CC1)C(=O)OC(C)(C)C)C (R)-tert-butyl 4-(2-((S)-2-(2-(methoxymethoxy)phenyl)-6a,7,9,10-tetrahydro-5H-pyrazino[1',2':4,5]pyrazino[2,3-c]pyridazin-8(6H)-yl)pyrimidin-5-yl)-2-methylpiperazine-1-carboxylate